C(CCCCCCCCCCC)N1C=NC(=C1)C=O 1-dodecyl-4-formylimidazole